methyl 3-(1,4-dimethyl-1H-benzo[d][1,2,3]triazol-5-yl)-3-(3-(hydroxymethyl)-4-methylphenyl)-2,2-dimethylpropanoate CN1N=NC2=C1C=CC(=C2C)C(C(C(=O)OC)(C)C)C2=CC(=C(C=C2)C)CO